5-((3-fluorophenoxy)methyl)-2-(((2-(4-(2-hydroxyethyl)piperazin-1-yl)ethyl)amino)methylene)cyclohexane FC=1C=C(OCC2CCC(CC2)=CNCCN2CCN(CC2)CCO)C=CC1